BrC=1C(=C2C(=NC1)N=C(N2)C2=C(N(C(=C2)C)C=2C=C(C=CC2)S(=O)(=O)NCC)C)N[C@@H]2CN(CC2)S(=O)(=O)CC (S)-3-(3-(6-bromo-7-((1-(ethyl-sulfonyl)pyrrolidine-3-yl)amino)-1H-imidazo[4,5-b]pyridine-2-yl)-2,5-dimethyl-1H-pyrrol-1-yl)-N-ethylbenzenesulfonamide